CN(C)C=C1CC2(C(N(C3=NC=CC=C32)COCC[Si](C)(C)C)=O)CCC1=O 3-((dimethylamino)methylene)-1'-((2-(trimethylsilyl)ethoxy)methyl)spiro[cyclohexane-1,3'-pyrrolo[2,3-b]pyridine]-2',4(1'H)-dione